ClC1=C(C(=CC=C1)F)N1CCC(CC1)N1C(N(C=2C([C@@H]1C)=CN(N2)C2CC2)CC2=C(C=CC=C2)C2CC2)=O |o1:19| (S)- or (R)-5-[1-(2-Chloro-6-fluorophenyl)-piperidin-4-yl]-2-cyclopropyl-7-(2-cyclopropyl-benzyl)-4-methyl-2,4,5,7-tetrahydro-pyrazolo[3,4-d]pyrimidin-6-one